C(C(=O)O)(=O)O.C1N(CC12CNC2)C(=O)OC(C)(C)C.C(C)(C)(C)OC(=O)N2CC1(C2)CNC1 tert-butyl 2,6-diazaspiro[3.3]heptan-2-carboxylate hemioxalate